3-chloro-N-[2,6-difluoro-4-(2-phenylethynyl)phenyl]-2-(trifluoromethyl)benzenesulfonamide ClC=1C(=C(C=CC1)S(=O)(=O)NC1=C(C=C(C=C1F)C#CC1=CC=CC=C1)F)C(F)(F)F